N-butyl-5-methyl-pyridine-2,3-diamine C(CCC)NC1=NC=C(C=C1N)C